FC(OC=1C=C(OCCN2CCOCC2)C=C(C1)[N+](=O)[O-])F 4-(2-(3-(difluoromethoxy)-5-nitrophenoxy)ethyl)morpholine